N-[(1S,2S,3S,5R)-2,6,6-trimethylnorbornane-3-yl]-4H-pyrrolo[2,3-d]thiazole-5-carboxamide C[C@H]1[C@H]2C(CC([C@@H]1NC(=O)C1=CC3=C(N=CS3)N1)C2)(C)C